C(C)N(C=1C=C2OC=3C=C(C(=CC3C3(C2=CC1)OC(C1=C3C=CC=C1)=O)NC1=CC=CC=C1)C)CC 6'-(diethylamino)-3'-methyl-2'-(phenylamino)spiro[2-benzofuran-3,9'-xanthene]-1-one